C1(CC1)C(=O)NC1=NN2C(C=C(C=C2)C2=C(C=NN2C)OC[C@H]2CN(CC2)C(=O)OC(C)(C)C)=C1 (R)-tert-butyl 3-(((5-(2-(cyclopropanecarboxamido)pyrazolo[1,5-a]pyridin-5-yl)-1-methyl-1H-pyrazol-4-yl)oxy)methyl)pyrrolidine-1-carboxylate